CN(C=C(C#N)C1=CC(=CC=C1)C(F)(F)F)C 3-dimethylamino-2-[3-(trifluoromethyl)phenyl]acrylonitrile